isoindolium C=1[NH2+]C=C2C=CC=CC12